BrC1=CC=C(S1)C1(CC(C1)C)C1=NN=CN1C 3-[1-(5-bromo-2-thienyl)-3-methyl-cyclobutyl]-4-methyl-1,2,4-triazole